ClC=1C(=C(C=CC1)C(CC(F)(F)F)N(CC(=O)N)C1CC1)F 2-[[1-(3-chloro-2-fluoro-phenyl)-3,3,3-trifluoro-propyl]-cyclopropyl-amino]acetamide